FC1=C(C(=O)NCCF)C(=CC=C1[N+](=O)[O-])F 2,6-difluoro-N-(2-fluoroethyl)-3-nitrobenzamide